4-(2-chloro-7-(phenylsulfonyl)-7H-pyrrolo[2,3-d]pyrimidin-6-yl)-3,5-dimethylisoxazole ClC=1N=CC2=C(N1)N(C(=C2)C=2C(=NOC2C)C)S(=O)(=O)C2=CC=CC=C2